[Cl-].C(CCC)[P+](CCCCCCCCCCCCCC)(CCCC)CCCC Tributyl-tetradecylphosphonium chloride